1-(cyclobutylmethyl)-3-[[2-[4-(trifluoromethyl)imidazol-1-yl]pyridin-4-yl]methyl]urea C1(CCC1)CNC(=O)NCC1=CC(=NC=C1)N1C=NC(=C1)C(F)(F)F